Calcium hypophosphite [PH2](=O)[O-].[Ca+2].[PH2](=O)[O-]